NCCC=1C=NC(=NC1)C1=C(C=C(C#N)C=C1)OC1=CC(=NC(=C1)C)N1C[C@H](OCC1)C(F)F 4-[5-(2-aminoethyl)pyrimidin-2-yl]-3-[2-[(2S)-2-(difluoromethyl)morpholin-4-yl]-6-methylpyridin-4-yl]oxybenzonitrile